3-(2-fluorobenzylidene)-5-(3-pyridyl)-N-methyl-4-piperidone FC1=C(C=C2CN(CC(C2=O)C=2C=NC=CC2)C)C=CC=C1